(S)-ethyl 8-(2-amino-6-((R)-1-(5-chloro-3'-fluoro-4'-methyl-[1,1'-biphenyl]-2-yl)-2,2,2-trifluoroethoxy)pyrimidin-4-yl)-2,8-diazaspiro[4.5]decane-3-carboxylate NC1=NC(=CC(=N1)N1CCC2(C[C@H](NC2)C(=O)OCC)CC1)O[C@@H](C(F)(F)F)C1=C(C=C(C=C1)Cl)C1=CC(=C(C=C1)C)F